C(C)(C)(C)C=1C(=C(C=CC1)C(C)C)C(C)C tert-butyl-diisopropyl-benzene